FC1=NC=CC(=C1)C(F)(F)F 2-Fluoro-4-trifluoromethylpyridine